1-(6-cyclopropyl-2-(((3,6-dichloropyridazin-4-yl)amino)methyl)imidazo[1,2-a]pyridin-8-yl)-3-methylimidazolidine-2,4-dione C1(CC1)C=1C=C(C=2N(C1)C=C(N2)CNC2=C(N=NC(=C2)Cl)Cl)N2C(N(C(C2)=O)C)=O